N-[5-[2-methyl-4-[(3S)-1-methylpyrrolidin-3-yl]oxy-pyrazol-3-yl]pyrazolo[1,5-a]pyridin-2-yl]cinnolin-3-amine CN1N=CC(=C1C1=CC=2N(C=C1)N=C(C2)NC=2N=NC1=CC=CC=C1C2)O[C@@H]2CN(CC2)C